The molecule is an octadecadienoyl-CoA that results from the formal condensation of the thiol group of coenzyme A with the carboxy group of (5Z,11E)-octadecadienoic acid. It is a conjugate acid of a (5Z,11E)-octadecadienoyl-CoA(4-). CCCCCC/C=C/CCCC/C=C\\CCCC(=O)SCCNC(=O)CCNC(=O)[C@@H](C(C)(C)COP(=O)(O)OP(=O)(O)OC[C@@H]1[C@H]([C@H]([C@@H](O1)N2C=NC3=C(N=CN=C32)N)O)OP(=O)(O)O)O